C(C)(C)(C)OC(C)OC(=O)C1C2C=CC(C1C(=O)OC(C)OC(C)(C)C)C2 2,3-bis(1-t-butoxyethoxycarbonyl)-5-norbornene